CC1(COC1)C1=CC(=NO1)N 5-(3-methyloxetan-3-yl)isoxazol-3-amine